C(C)(C)(C)OC(=O)N[C@H]1CN(CC[C@@H]1C(=O)OCC)C(=O)OCC1=CC=CC=C1 1-benzyl 4-ethyl (3R,4S)-3-((tert-butoxycarbonyl)amino)piperidine-1,4-dicarboxylate